(2S,3S,4S,5R,6R)-6-((8-chloroquinolin-2-yl)(4-(1-(trifluoromethyl)cyclopropyl)phenyl)-amino)-3,4,5-trihydroxytetrahydro-2H-pyran-2-carboxylic acid ClC=1C=CC=C2C=CC(=NC12)N([C@H]1[C@@H]([C@H]([C@@H]([C@H](O1)C(=O)O)O)O)O)C1=CC=C(C=C1)C1(CC1)C(F)(F)F